bis(3,4-epoxycyclohexyl) phthalate C(C=1C(C(=O)OC2CC3C(CC2)O3)=CC=CC1)(=O)OC1CC3C(CC1)O3